C(C1=CC=CC=C1)N1CCC2(CCCN(C2)C(=O)C=2C(=NN(C2Cl)C)C2=NOC(=C2)C)CC1 (9-Benzyl-2,9-diazaspiro[5.5]undecan-2-yl)(5-chloro-1-methyl-3-(5-methylisoxazol-3-yl)-1H-pyrazol-4-yl)methanone